(R)-glycidyl butyrate C(CCC)(=O)OC[C@H]1CO1